NC1=CC=C(C(=C1C(=O)N(C)C)F)C=1C(=C2C(=NC1)NCC21CC(CC1)N1CCOCC1)Cl 6-Amino-3-(4'-chloro-3-morpholino-1',2'-dihydrospiro[cyclopentane-1,3'-pyrrolo[2,3-b]pyridin]-5'-yl)-2-fluoro-N,N-dimethylbenzamide